Cl.Cl.Cl.N1C(=NC2=C1C=CC=C2)CCNCCC=2SC=C(N2)C(=O)NCC2=NC=C(C=C2F)F 2-(2-{[2-(1H-1,3-Benzodiazol-2-yl)ethyl]amino}ethyl)-N-[(3,5-difluoropyridin-2-yl)methyl]-1,3-thiazole-4-carboxamide trihydrochloride